2-(4-(4-((4H-1,2,4-triazol-3-yl)methoxy)-3-fluoro-5-methoxyphenyl)-6-methoxy-3-methyl-2-oxo-2,3-dihydro-1H-benzo[d]imidazol-1-yl)-N-(4-fluorophenyl)acetamide hydrochloride Cl.N=1N=C(NC1)COC1=C(C=C(C=C1OC)C1=CC(=CC=2N(C(N(C21)C)=O)CC(=O)NC2=CC=C(C=C2)F)OC)F